[Na+].S(=O)(=O)([O-])[O-].OC1[C@H](N)[C@@H](O)[C@H](O)[C@H](O1)CO.[Na+] glucosamine sulfate sodium salt